ClB(CC1=CC=CC=C1)Cl dichlorobenzyl-boron